OCC1=C(C=CC=C1)C1CCN(CC1)C(=O)OC(C)(C)C tert-butyl 4-(2-hydroxymethylphenyl)-piperidine-1-carboxylate